N-(3-chloro-4-((5-(4-hydroxyphenyl)-1H-pyrazol-3-yl)amino)phenyl)methansulfonamid tert-butyl-(3R)-3-[3-(2,6-dioxo-3-piperidyl)-1-methyl-indazol-7-yl]pyrrolidine-1-carboxylate C(C)(C)(C)OC(=O)N1C[C@H](CC1)C=1C=CC=C2C(=NN(C12)C)C1C(NC(CC1)=O)=O.ClC=1C=C(C=CC1NC1=NNC(=C1)C1=CC=C(C=C1)O)NS(=O)(=O)C